2-Amino-3-(3,5-difluoro-4-methoxyphenyl)propanoic acid NC(C(=O)O)CC1=CC(=C(C(=C1)F)OC)F